BrC(C(=S)C1=CC=CC=C1)C(F)(F)F bromotrifluoromethylthioacetophenone